methylglycyl-N-methylglycyl-N-methylglycine benzyl ester C(C1=CC=CC=C1)OC(CN(C)C(CN(C)C(CNC)=O)=O)=O